NCCC=1C=CC(=NC1)C1=C(C=C(C#N)C=C1)CN1C(=NC(=C1)C1=NC=CC=C1)C 4-[5-(2-aminoethyl)pyridin-2-yl]-3-[(2-methyl-4-pyridin-2-ylimidazol-1-yl)methyl]benzonitrile